COC(CC(=O)N1C(C2=CC=CC=C2CC1)C1=CC=C(C=C1)F)=O 3-(1-(4-fluorophenyl)-3,4-dihydroisoquinolin-2(1H)-yl)-3-oxopropanoic acid (S)-methyl ester